1-[3-methyl-5-(1-piperidylsulfonyl)indolin-1-yl]ethanone CC1CN(C2=CC=C(C=C12)S(=O)(=O)N1CCCCC1)C(C)=O